1-((1S,2S)-2-(1H-Benzo[d]imidazol-2-yl)cyclopropane-1-carboxamido)-N-(3,5-dichlorophenyl)cyclopropane-1-carboxamide N1C(=NC2=C1C=CC=C2)[C@@H]2[C@H](C2)C(=O)NC2(CC2)C(=O)NC2=CC(=CC(=C2)Cl)Cl